2-[4-({5-[(7R)-7-amino-2-azabicyclo[2.2.1]heptane-2-carbonyl]-2-[1-(cyclopropylmethyl)-1H-indol-2-yl]-7-methoxy-1H-1,3-benzodiazol-1-yl}methyl)-1H-pyrazol-1-yl]acetonitrile N[C@H]1C2N(CC1CC2)C(=O)C2=CC1=C(N(C(=N1)C=1N(C3=CC=CC=C3C1)CC1CC1)CC=1C=NN(C1)CC#N)C(=C2)OC